3-(4-hydroxyphenyl)acrolein OC1=CC=C(C=C1)C=CC=O